[I-].C[N+]1(C(CCCC1C)C)C N,N-dimethyl-2,6-dimethylpiperidinium iodide